FC1=C(C#N)C=CC(=C1)C1=NC=2C(=NC=CC2N2CCC3(CCNC3)CC2)N1C1=C(C=C(C=C1)N1C[C@H](CC1)OC)F (S)-2-fluoro-4-(3-(2-fluoro-4-(3-methoxypyrrolidine-1-yl)phenyl)-7-(2,8-diazaspiro[4.5]decane-8-yl)-3H-imidazo[4,5-b]pyridine-2-yl)benzonitrile